N[C@H](C(=O)OC)CC=1C=NC=CC1 (S)-methyl 2-amino-3-(pyridin-3-yl)propanoate